C1=NC=C(C2=CC=CC=C12)N1C(N(CC1C#N)C=1C(=NC=C(C1)C(F)(F)F)C)=O 3-(isoquinolin-4-yl)-1-(2-methyl-5-(trifluoromethyl)pyridin-3-yl)-2-oxoimidazolidine-4-carbonitrile